Methyl (2E)-2-[2-[[(E)-1-(2-fluorophenyl)ethylideneamino]oxymethyl]-3-methyl-phenyl]-2-methoxyimino-acetate FC1=C(C=CC=C1)\C(\C)=N\OCC1=C(C=CC=C1C)\C(\C(=O)OC)=N/OC